3-(difluoromethyl)-1-((1R,2R)-2-hydroxy-2-methylcyclopentyl)-7-((1-(methylsulfonyl)piperidin-4-yl)amino)-1,6-naphthyridin-2(1H)-one FC(C=1C(N(C2=CC(=NC=C2C1)NC1CCN(CC1)S(=O)(=O)C)[C@H]1[C@](CCC1)(C)O)=O)F